2-methoxy-1-((5-methylocta-1,5-dien-4-yl)oxy)-4-(prop-1-en-1-yl)benzene COC1=C(C=CC(=C1)C=CC)OC(CC=C)C(=CCC)C